2-{3-[(2R,6S)-2,6-dimethylmorpholine-4-carbonyl]-5,6-dihydrocyclopenta[c]pyrazol-1(4H)-yl}-1-[4-(2,4-dimethylphenyl)piperidin-1-yl]ethan-1-one C[C@@H]1CN(C[C@@H](O1)C)C(=O)C=1C2=C(N(N1)CC(=O)N1CCC(CC1)C1=C(C=C(C=C1)C)C)CCC2